2-(2-(cyclopropanesulfonylamino)thiazol-4-yl)-N-(4-(6-ethoxypyrazin-2-yl)phenyl)acetamide C1(CC1)S(=O)(=O)NC=1SC=C(N1)CC(=O)NC1=CC=C(C=C1)C1=NC(=CN=C1)OCC